C(C)(C)(C)OC(N[C@H](C(=O)NC1=NC=C(C=C1)SCC1=CC=CC=C1)CC1=CC=CC=C1)=O (S)-1-(5-(benzylsulfanyl)pyridin-2-ylamino)-1-oxo-3-phenylprop-2-ylcarbamic acid tert-butyl ester